ethyl pent-2-ynoate C(C#CCC)(=O)OCC